ClC=1C(=NC(=NC1)NC=1C=C(C=NC1)N1C(CCC1)=O)C=1C=C(C=CC1Cl)C1=CC=CC=C1 1-(5-((5-chloro-4-(4-chloro-[1,1'-biphenyl]-3-yl)pyrimidin-2-yl)amino)pyridin-3-yl)pyrrolidin-2-one